5-(aminomethyl)-2-methoxybenzonitrile NCC=1C=CC(=C(C#N)C1)OC